(S)-3-(3-(3-ethoxy-5-methylphenyl)-5-(3-(trifluoromethyl)phenylsulfonyl)-6a,7,9,10-tetrahydro-5H-pyrazino[1,2-a]pyrido[3,2-e]pyrazin-8(6H)-yl)propionic acid C(C)OC=1C=C(C=C(C1)C)C1=CC=2N(C[C@H]3N(C2N=C1)CCN(C3)CCC(=O)O)S(=O)(=O)C3=CC(=CC=C3)C(F)(F)F